NC1=C(C(=NN1)NC1=CC(=CC=C1)F)C#N 5-amino-4-cyano-3-[(3-fluorophenyl)amino]pyrazole